(3-(fluoromethyl)oxetan-3-yl)-4-(4-isobutyrylpiperazin-1-yl)-1-(5-vinyl-1,3,4-thiadiazol-2-yl)-1H-indazole-6-sulfonamide FCC1(COC1)C1=NN(C2=CC(=CC(=C12)N1CCN(CC1)C(C(C)C)=O)S(=O)(=O)N)C=1SC(=NN1)C=C